2-[3-bromo-5-(1,3-dihydro-1,3,3-trimethyl-2H-indol-2-ylidene)-1,3-pentadien-1-yl]-1,3,3-trimethyl-3H-indolium iodide [I-].BrC(C=CC1=[N+](C2=CC=CC=C2C1(C)C)C)=CC=C1N(C2=CC=CC=C2C1(C)C)C